ClC=1C=C(C(=NC1)C)C(C)O (5-chloro-2-methylpyridin-3-yl)ethan-1-ol